(E)-3-(3-(2,6-bis(trifluoromethyl)pyridin-4-yl)-1H-1,2,4-triazol-1-yl)-2-(2-methoxypyrimidin-5-yl)acrylamide FC(C1=NC(=CC(=C1)C1=NN(C=N1)/C=C(/C(=O)N)\C=1C=NC(=NC1)OC)C(F)(F)F)(F)F